ClC1=CC=C(C=C1)/C=C(\C1=C(C=C(C=C1)F)F)/C=1OC(CN1)=C (E)-2-(2-(4-chlorophenyl)-1-(2,4-difluorophenyl)vinyl)-5-methylene-4,5-dihydrooxazole